BrC=1C=CC(=NC1COC)C=1OC(=NN1)COC 2-(5-bromo-6-(methoxymethyl)pyridin-2-yl)-5-(methoxymethyl)-1,3,4-oxadiazole